N1N=NN=C1C1=CC=C(C=C1)C=C (4-tetrazolylphenyl)ethylene